C(C)(=O)OCC1(CC1)N(C)C1=NC=C(C=C1C=1C=NN(C1)C)Cl (1-((5-chloro-3-(1-methyl-1H-pyrazol-4-yl)pyridin-2-yl)(methyl)amino)cyclopropyl)methyl acetate